4-(6-(3-amino-4-(4-((5-fluoro-2-methoxybenzamido)methyl)phenyl)-1H-pyrazolo[4,3-c]pyridin-7-yl)pyridin-3-yl)piperidine-1-carboxylic acid tert-butyl ester C(C)(C)(C)OC(=O)N1CCC(CC1)C=1C=NC(=CC1)C=1C2=C(C(=NC1)C1=CC=C(C=C1)CNC(C1=C(C=CC(=C1)F)OC)=O)C(=NN2)N